2-(3-fluoro-4-hydroxyphenyl)-6,7-dihydroxyquinolin-4(1H)-one FC=1C=C(C=CC1O)C=1NC2=CC(=C(C=C2C(C1)=O)O)O